3-(bis(2-((tert-butyldimethylsilyl)oxy)dodecyl)amino)propyl (2S)-2-((tert-butoxycarbonyl)amino)-4-phenylbutanoate C(C)(C)(C)OC(=O)N[C@H](C(=O)OCCCN(CC(CCCCCCCCCC)O[Si](C)(C)C(C)(C)C)CC(CCCCCCCCCC)O[Si](C)(C)C(C)(C)C)CCC1=CC=CC=C1